BrC1=C(C=C2C(=NC(=NC2=C1F)OCC12COC(C1)(C2)C)N2CC1CCC(C2)N1C(=O)OC(C)(C)C)C(F)(F)F tert-butyl 3-(7-bromo-8-fluoro-2-((1-methyl-2-oxabicyclo[2.1.1]hexan-4-yl)methoxy)-6-(trifluoromethyl)quinazolin-4-yl)-3,8-diazabicyclo[3.2.1]octane-8-carboxylate